5-acetyl-3-(4-fluorophenyl)-7-methylquinoline-2-carboxamide C(C)(=O)C1=C2C=C(C(=NC2=CC(=C1)C)C(=O)N)C1=CC=C(C=C1)F